nickel titanium-niobium-zirconium-tantalum-cobalt [Co].[Ta].[Zr].[Nb].[Ti].[Ni]